ON=C(N)C1=NC(=C(C=C1)C)CO N'-hydroxy-6-(hydroxymethyl)-5-methylpyridineformamidine